C(CCC(=O)OCC=C(CCC=C(C)C)C)(=O)OCC=C(CCC=C(C)C)C bis(3,7-dimethyloct-2,6-dien-1-yl) succinate